3-(2-chloro-3,5-dimethoxyphenyl)-1-methyl-1,3,4,7-tetrahydro-2H-pyrrolo(3',2':5,6)pyrido[4,3-d]pyrimidin-2-one ClC1=C(C=C(C=C1OC)OC)N1C(N(C2=C(C1)C=NC1=C2C=CN1)C)=O